β-naphthoic acid zinc [Zn].C1=C(C=CC2=CC=CC=C12)C(=O)O